(12Z,15Z)-N,N-dimethyl-2-nonylheneicosane-12,15-diene-1-amine CN(CC(CCCCCCCCC\C=C/C\C=C/CCCCC)CCCCCCCCC)C